[18F]-fluoroethyl azide [18F]CCN=[N+]=[N-]